CN(CC(C)C=1SC2=C(N1)C=C(C=C2)[C@@H]2N(C[C@H](CC2)C)C(C(=O)NC=2C1=C(C=NC2)C=NN1)=O)C 2-((2R,5S)-2-(2-(1-(dimethylamino)propan-2-yl)benzo[d]thiazol-5-yl)-5-methylpiperidin-1-yl)-2-oxo-N-(1H-pyrazolo[4,3-c]pyridin-7-yl)acetamide